C(C)(C)(C)[V]CC=N t-butylformiminomethylvanadium